2-Methyl-4-Methoxycarbonylanilin CC1=C(N)C=CC(=C1)C(=O)OC